Diethylbenzene molybdenum [Mo].C(C)C1=C(C=CC=C1)CC